(2-cyano-ethyl-N,N-diisopropylamino)-phosphoramidite C(#N)CCC(C)(C)N(C(C)C)NP([O-])[O-]